BrC=1C=C(C=C(C1)Cl)CN (3-bromo-5-chloro-phenyl)methanamine